C(=O)O.ClC=1C(=CC(=C(C1)S(=O)(=O)NC1=NC=NC=C1)F)N(C)[C@@H]1[C@H](C[C@H](CC1)C1=CC(=CC=C1)C(F)(F)F)N(C)C 5-chloro-4-(((1S,2S,4S)-2-(dimethylamino)-4-(3-(trifluoromethyl)phenyl)cyclohexyl)-(methyl)amino)-2-fluoro-N-(pyrimidin-4-yl)benzenesulfonamide Formate